hexaanimine platinum(II) carbonate C([O-])([O-])=O.[Pt+2].C(CCCCC)=N